4-(azetidin-3-yl)-2-(3-fluoro-4-methyl-5-nitrophenyl)oxazole 2-(dimethylamino)ethyl-4-(4-(benzo[d]thiazol-5-ylamino)quinolin-6-yl)-3-fluorobenzoate CN(CCOC(C1=CC(=C(C=C1)C=1C=C2C(=CC=NC2=CC1)NC=1C=CC2=C(N=CS2)C1)F)=O)C.N1CC(C1)C=1N=C(OC1)C1=CC(=C(C(=C1)[N+](=O)[O-])C)F